ClC1=NN(C(C=C1C)=O)[C@H](C(=O)OC)CC(C)C methyl (S)-2-(3-chloro-4-methyl-6-oxopyridazin-1(6H)-yl)-4-methylpentanoate